C1=CC=CC2=C1C=C1C=C3CC4=COCN(C4=C3C=C12)C1=CC=C(C=C1)[Ge](C1=CC=C(C=C1)N1C2=C3C=C4C(C=C3CC2=COC1)=CC=1C=CC=CC14)(C1=CC=C(C=C1)N1C4=C2C=C3C(C=C2CC4=COC1)=CC=1C=CC=CC13)C1=CC=C(C=C1)N1C3=C4C=C2C(C=C4CC3=COC1)=CC=1C=CC=CC12 tetrakis(4-(6H-6-aza-8-oxaindeno[2,3-b]fluorene-6-yl)-phenyl)germane